N-(4-(3-(2-(2-(2-((2-(2,6-dioxopiperidin-3-yl)-1,3-dioxoisoindolin-5-yl)oxy)ethoxy)ethoxy)-ethoxy)propoxy)-2-fluorophenyl)-2-(4-((6-fluorobenzo[d]thiazol-2-yl)oxy)phenoxy)propanamide O=C1NC(CCC1N1C(C2=CC=C(C=C2C1=O)OCCOCCOCCOCCCOC1=CC(=C(C=C1)NC(C(C)OC1=CC=C(C=C1)OC=1SC2=C(N1)C=CC(=C2)F)=O)F)=O)=O